(S)-4-fluoro-3-((4-((2-hydroxy-1-phenylethyl)amino)-5-(1,3,4-oxadiazol-2-yl)pyridin-2-yl)amino)-6,9-dihydro-11H-pyridazino[1,2-a]indazol-11-one FC=1C(=CC=C2C(N3N(C12)CC=CC3)=O)NC3=NC=C(C(=C3)N[C@H](CO)C3=CC=CC=C3)C=3OC=NN3